CCN(CC)C(=S)SCC1=CC=C(C=C1)CSC(=S)N(CC)CC p-xylylenebis(N,N-diethyldithiocarbamate)